C(=O)O.C12N(CC(NC1)CC2)C=2C=1N(C=C(C2)S(=O)(=O)NC2(CC2)C)C(=NC1)C=1SC(=NN1)C(F)F 8-(2,5-diazabicyclo[2.2.2]octan-2-yl)-3-(5-(difluoromethyl)-1,3,4-thiadiazol-2-yl)-N-(1-methylcyclopropyl)imidazo[1,5-a]pyridine-6-sulfonamide formate